ClC=1C(NC=NC1CCC1=CC=C(C=C1)C#CC1=CC=C(C=C1)CN1CCOCC1)=O 5-chloro-6-(4-((4-(morpholinomethyl)phenyl)ethynyl)phenethyl)pyrimidin-4(3H)-one